(S)-6-(1-bromo-8-chloroimidazo[1,5-a]pyrazin-3-yl)-5-azaspiro[2.4]heptane-5-carboxylic acid benzyl ester C(C1=CC=CC=C1)OC(=O)N1CC2(CC2)C[C@H]1C1=NC(=C2N1C=CN=C2Cl)Br